guanidino-1-butylamine N(C(=N)N)NCCCC